CON(C(=O)C1C2N(CC(C=C2)C1)C(=O)OC)C endo-methyl 7-(methoxy(methyl) carbamoyl)-2-azabicyclo[2.2.2]oct-5-ene-2-carboxylate